1-(3-cyclopropyl-7-((4-(pyridin-2-yl)benzyl)amino)pyrazolo[1,5-a]pyrimidin-5-yl)piperidin-4-ol C1(CC1)C=1C=NN2C1N=C(C=C2NCC2=CC=C(C=C2)C2=NC=CC=C2)N2CCC(CC2)O